5-Chloro-3-methyl-1-((2-(trimethylsilyl)ethoxy)methyl)-1H-pyrazolo[4,3-d]pyrimidine ClC=1N=CC2=C(N1)C(=NN2COCC[Si](C)(C)C)C